methyl 2-(4-cyano-2-methoxybenzyl)-3-oxobutyrate C(#N)C1=CC(=C(CC(C(=O)OC)C(C)=O)C=C1)OC